OC1CC(NC1)C(=O)N[C@@H](C)C1=CC=C(C=C1)C1=C(N=CS1)C 4-hydroxy-N-{(1S)-1-[4-(4-methyl-1,3-thiazol-5-yl)phenyl]ethyl}pyrrolidine-2-carboxamide